1-[9-ethyl-6-(2-methylbenzoyl)carbazol-3-yl]ethanone-O-acetyloxime C(C)(=O)ON=C(C)C=1C=CC=2N(C3=CC=C(C=C3C2C1)C(C1=C(C=CC=C1)C)=O)CC